C(C)(C)(C)OC(=O)N1CC2(C1)CCN(CC2)C=2C1=C(N=CN2)N=C(C(=C1)Cl)C1=C(C=CC=C1O)F Tert-butyl-7-(6-chloro-7-(2-fluoro-6-hydroxyphenyl) pyrido[2,3-d]-pyrimidin-4-yl)-2,7-diazaspiro[3.5]nonane-2-carboxylate